tert-butyl 5-(benzyloxy)-4-methoxy-2,2-dimethylpentanoate C(C1=CC=CC=C1)OCC(CC(C(=O)OC(C)(C)C)(C)C)OC